CNCCS(=O)(=O)O.C(CCCCCCCCCCC)(=O)[Na] lauroyl-sodium methyl-taurate